C(C1=CC=CC=C1)NC([C@H](C)NC(=O)[C@@H]1NCC[C@@H](C1)C1=CC=CC=C1)=O (2R,4S)-N-((S)-1-(benzylamino)-1-oxopropan-2-yl)-4-phenylpiperidine-2-carboxamide